S1C(=CC=C1)CCN1C(NN=C1)=O 4-(2-(thiophen-2-yl)ethyl)-2,4-dihydro-3H-1,2,4-triazol-3-one